C(C)SC1=NC=C(C=N1)CN1CCN(CC1)C=1OC2=C(N1)C=CC(=C2)C#N 2-(4-((2-(ethylthio)pyrimidin-5-yl)methyl)piperazin-1-yl)benzo[d]oxazole-6-carbonitrile